O1COC2=C1C=CC(=C2)C=2C(=NC(=CN2)CCCC(F)(F)F)N2CCC(CC2)C(=O)O 1-(3-(benzo[d][1,3]dioxol-5-yl)-6-(4,4,4-trifluorobutyl)pyrazin-2-yl)piperidine-4-carboxylic acid